N-(1,1-dioxidobenzo[b]thiophen-6-yl)-2-morpholinoacetamide O=S1(C2=C(C=C1)C=CC(=C2)NC(CN2CCOCC2)=O)=O